{2-[(5-chloro-1H-indol-3-yl)amino]-5-(trifluoromethyl)-1H-benzo[d]imidazol-1-yl}carbamic acid tert-butyl ester C(C)(C)(C)OC(NN1C(=NC2=C1C=CC(=C2)C(F)(F)F)NC2=CNC1=CC=C(C=C21)Cl)=O